2-aminopyrazolo[1,5-a]pyrimidinecarboxylic acid NC1(NN2C(N=CC=C2)=C1)C(=O)O